Ethyl 2-((2-fluoro-4-iodophenyl)amino)-7-oxo-4,5,6,7-tetrahydrobenzo[b]thiophene-3-carboxylate FC1=C(C=CC(=C1)I)NC1=C(C2=C(S1)C(CCC2)=O)C(=O)OCC